NC1=NC=CC=C1C1=NC=2C(=NC(=CC2)N2N=C(C=C2)COC)N1C=1C=C2CC[C@@H](C2=CC1)NC(C1=CC(=C(C=C1)O)C=O)=O N-[(1S)-5-[2-(2-aminopyridin-3-yl)-5-[3-(methoxymethyl)pyrazol-1-yl]imidazo[4,5-b]pyridin-3-yl]-2,3-dihydro-1H-inden-1-yl]-3-formyl-4-hydroxybenzamide